N1-(3-(4-(4-chloro-2-fluorophenyl)piperazin-1-yl)-1-methyl-1H-1,2,4-triazol-5-yl)-N4,N4-dimethylbenzene-1,4-disulfonamide ClC1=CC(=C(C=C1)N1CCN(CC1)C1=NN(C(=N1)NS(=O)(=O)C1=CC=C(C=C1)S(=O)(=O)N(C)C)C)F